NC1=NC=2C=C(C(=CC2C2=C1C=NN2C)C(=O)N([C@@H]2CCC1=CC(=CC=C21)C(F)(F)F)C=2C=NN(C2)C)F (R)-4-amino-7-fluoro-1-methyl-N-(1-methyl-1H-pyrazol-4-yl)-N-(5-(trifluoromethyl)-2,3-dihydro-1H-inden-1-yl)-1H-pyrazolo[4,3-c]quinolin-8-carboxamide